C(#N)C1(CC12CC2)C=2C=C1C=C(N=CC1=CC2)NC(=O)C2C(C2C=2C=NN(C2)C)CC N-(6-(1-cyanospiro[2.2]pentan-1-yl)isoquinolin-3-yl)-2-ethyl-3-(1-methyl-1H-pyrazol-4-yl)cyclopropane-1-carboxamide